2-{[(3R,6R)-1-{[4-fluoro-2-(2H-1,2,3-triazol-2-yl)phenyl]carbonyl}-6-methylpiperidin-3-yl]oxy}-3-methylpyridine-4-carbonitrile FC1=CC(=C(C=C1)C(=O)N1C[C@@H](CC[C@H]1C)OC1=NC=CC(=C1C)C#N)N1N=CC=N1